2,3,5,6-tetrachloro-4-(methyl-sulphonyl)pyridine ClC1=NC(=C(C(=C1Cl)S(=O)(=O)C)Cl)Cl